C(=CCCCCCC)O 1-octen-ol